pyrrolo[3,4-b]thiophene S1C=2C(=CC1)C=NC2